(6aR,8R,9R,10R,10aS)-8-(1H-indol-1-yl)-2,2,4,4-tetraisopropylhexahydropyrano[3,2-f][1,3,5,2,4]trioxadisilocine-9,10-diol N1(C=CC2=CC=CC=C12)[C@H]1[C@@H]([C@H]([C@@H]2O[Si](O[Si](OC[C@H]2O1)(C(C)C)C(C)C)(C(C)C)C(C)C)O)O